O1COC2=C1C=CC(=C2)N(C(C2=CC(=CC=C2)N2N=C(C1=C2C[C@@H]2CC[C@H]1N2C(C(C)(C)C)=O)C(F)(F)F)=O)C |o1:23,26| (4R,7S)- or (4S,7R)-N-(Benzo[d][1,3]dioxol-5-yl)-N-methyl-3-[(9-pivaloyl-3-(trifluoromethyl)-5,6,7,8-tetrahydro-4,7-epiminocyclohepta[c]pyrazol-1(4H)-yl)]benzamide